4,4'-azobis(4-cyano-pentanoic acid) N(=NC(CCC(=O)O)(C)C#N)C(CCC(=O)O)(C)C#N